(R)-4-(4-acryloylpiperazin-1-yl)-7-(8-methylnaphthalen-1-yl)-N-(1-morpholinopropan-2-yl)-5,6,7,8-tetrahydro-1,7-naphthyridine-2-carboxamide C(C=C)(=O)N1CCN(CC1)C1=CC(=NC=2CN(CCC12)C1=CC=CC2=CC=CC(=C12)C)C(=O)N[C@@H](CN1CCOCC1)C